C(CCC)[C@H]1N(S(C2=C(N(C1)C1=CC=CC=C1)C=C(C(=C2)C=2C=CC(=C(C(=O)O)C2)F)N2CCCC2)(=O)=O)C (R)-5-(3-butyl-2-methyl-1,1-dioxido-5-phenyl-7-(pyrrolidin-1-yl)-2,3,4,5-tetrahydrobenzo[f][1,2,5]thiadiazepin-8-yl)-2-fluorobenzoic acid